C(C)(C)C1=C(NC2=CC=C(C=C12)C1=NN=C(O1)C(=O)N1CCN(CCC1)C)C1=C2C(=NC=C1)NN=C2 (5-(3-isopropyl-2-(1H-pyrazolo[3,4-b]pyridin-4-yl)-1H-indol-5-yl)-1,3,4-oxadiazol-2-yl)(4-methyl-1,4-diazacycloheptan-1-yl)methanone